N-((1s,4s)-4-(3,3-Difluorocyclobutoxy)cyclohexyl)-5,6-dihydrobenzo[f]imidazo[1,5-d][1,4]oxazepine-10-carboxamide FC1(CC(C1)OC1CCC(CC1)NC(=O)C=1C=CC2=C(C=3N(CCO2)C=NC3)C1)F